P(OC(CCCCCCCCCCC)=O)(OC(CCCCCCCCCCC)=O)O dilauroyl hydrogen phosphite